2-Methyl-1,4-phenylene bis(4-(3-(allyloxy)propoxy)benzoate) C(C=C)OCCCOC1=CC=C(C(=O)OC2=C(C=C(C=C2)OC(C2=CC=C(C=C2)OCCCOCC=C)=O)C)C=C1